C1(=CC=CC=C1)C1=CN=C(S1)NC(CC1=CC=C(C=C1)C1=NC=CC=C1)=O N-(5-phenylthiazol-2-yl)-2-(4-(pyridin-2-yl)phenyl)acetamide